ClC1=CC(=NC=C1)CC(=O)NC1=CC(=CC=C1)[C@H](C)NC=1C=NC=2C(N1)=NN(C2)CC (S)-2-(4-chloropyridin-2-yl)-N-(3-(1-((2-ethyl-2H-pyrazolo[3,4-b]pyrazin-6-yl)amino)ethyl)phenyl)acetamide